bipenam S1C(CN2[C@H]1CC2=O)C2S[C@H]1N(C2)C(C1)=O